6-chloro-2-(3-(2,2-difluoro-1-methoxyethyl)-1H-1,2,4-triazol-5-yl)-7-fluoro-3-(1H-imidazol-1-yl)-5-methoxy-1-methyl-1H-indole ClC1=C(C=C2C(=C(N(C2=C1F)C)C1=NC(=NN1)C(C(F)F)OC)N1C=NC=C1)OC